[NH4+].CN(CCS(=O)(=O)[O-])C Dimethyltaurine ammonium salt